P(O)(O)O.O water phosphorite